ethyl 1-(2-bromophenyl)-5-(trifluoromethyl)-1H-pyrazole-4-carboxylate BrC1=C(C=CC=C1)N1N=CC(=C1C(F)(F)F)C(=O)OCC